4-(4-(trifluoromethoxy)phenyl)thiazol-2-amine FC(OC1=CC=C(C=C1)C=1N=C(SC1)N)(F)F